1,3-bis-(2,6-dimethylphenyl)-2-iodoimidazolium chloride [Cl-].CC1=C(C(=CC=C1)C)N1C(=[N+](C=C1)C1=C(C=CC=C1C)C)I